BrC1(C(C(CC1)C(=O)O)(C)C)C 3-bromo-2,2,3-trimethylcyclopentanecarboxylic acid